(R)-6-chloro-4-((1,1-difluoropropan-2-yl)amino)-N-methylnicotinamide ClC1=NC=C(C(=O)NC)C(=C1)N[C@@H](C(F)F)C